2-[2-[4-[2-(4-bromoindazol-2-yl)ethyl]piperazin-1-yl]-2-oxo-ethyl]isoindoline-1,3-dione BrC=1C2=CN(N=C2C=CC1)CCN1CCN(CC1)C(CN1C(C2=CC=CC=C2C1=O)=O)=O